ClC1=C(C(=NC=N1)C1=CC(=C(C=C1)NS(=O)(=O)C(F)F)OCC1=CC=C(C=C1)F)C#N N-(4-(6-chloro-5-cyanopyrimidin-4-yl)-2-((4-fluorophenyl)methoxy)phenyl)-1,1-difluoromethanesulfonamide